ClC1=NN(C=C1C1=NC=CC(=N1)NC=1N=CC2=C(C=CC(=C2C1)C(C)C)N1[C@@H]([C@H](C1)CS(=O)(=O)C)C)C1CCN(CC1)C N-(2-(3-chloro-1-(1-methylpiperidin-4-yl)-1H-pyrazol-4-yl)pyrimidin-4-yl)-5-isopropyl-8-((2R,3S)-2-methyl-3-((methanesulfonyl)methyl)azetidin-1-yl)isoquinolin-3-amine